C1(=CC=CC=C1)SC1=CC=C(C=C1)C1=CC=CC=C1 4-(phenylthio)-1,1'-biphenyl